1-(2-{[3-(4-Chloro-2-hydroxy-6-methylphenyl)-7H-pyrrolo[2,3-c]pyridazin-7-yl]methyl}piperidin-1-yl)ethan-1-one ClC1=CC(=C(C(=C1)C)C1=CC2=C(N=N1)N(C=C2)CC2N(CCCC2)C(C)=O)O